2-bromo-1-(4-phenoxyphenyl)ethanone BrCC(=O)C1=CC=C(C=C1)OC1=CC=CC=C1